FC=1C=C2[C@H](CN(C2=C(C1)C)S(=O)(=O)C1=C(C=C(C=C1)N1C=NC(=C1)C)C)C (3R)-5-fluoro-3,7-dimethyl-1-[2-methyl-4-(4-methylimidazol-1-yl)phenyl]sulfonyl-indoline